C(C)(C)C1=C(N)C(=CC(=C1)C1=CC2=CC=CC=C2C=C1)C(C)C 2,6-diisopropyl-4-(naphthalen-2-yl)aniline